N-(2-((5-bromo-2-((4-(4-(3-(dimethylamino)pyrrolidin-1-yl)piperidin-1-yl)-2-methoxy-5-methylphenyl)amino)pyrimidin-4-yl)amino)-4-chlorophenyl)methanesulfonamide BrC=1C(=NC(=NC1)NC1=C(C=C(C(=C1)C)N1CCC(CC1)N1CC(CC1)N(C)C)OC)NC1=C(C=CC(=C1)Cl)NS(=O)(=O)C